6-bromo-1H-indazol-3-ol BrC1=CC=C2C(=NNC2=C1)O